C[SiH](C=CN(C)C)C dimethyl-(dimethylamino)vinylsilane